2-(4-(6-Fluoroquinolin-4-yl)cyclohex-3-en-1-yl)acetic acid ethyl ester C(C)OC(CC1CC=C(CC1)C1=CC=NC2=CC=C(C=C12)F)=O